(4-bromophenyl)-4-cyano-1-(1,4-dioxaspiro[4.5]decan-8-yl)-1H-pyrazole-5-carboxylic acid ethyl ester C(C)OC(=O)C1=C(C(=NN1C1CCC2(OCCO2)CC1)C1=CC=C(C=C1)Br)C#N